C1(=CC=CC=C1)C1=C(OCCO)C=CC=C1 2-(2-phenylphenoxy)ethanol